C(C)(C)(C)C1=CC=C(C=C1)C1=C2C=C(CC2=CC=C1)C(C)C 4-(4-(tert-butyl)phenyl)-2-isopropyl-1H-indene